5-(2-cyclopropyl-7-methoxybenzofuran-4-yl)indol-2-one C1(CC1)C=1OC2=C(C1)C(=CC=C2OC)C2=CC1=CC(N=C1C=C2)=O